(3R)-1-(7-(8-ethynyl-7-fluoro-3-(methoxymethoxy)naphthalene-1-yl)-6,8-difluoro-2-(((2R,7aS)-2-Fluorotetrahydro-1H-pyrrolizine-7a(5H)-yl)methoxy)-quinazolin-4-yl)-3-methylpiperidin-3-ol C(#C)C=1C(=CC=C2C=C(C=C(C12)C1=C(C=C2C(=NC(=NC2=C1F)OC[C@]12CCCN2C[C@@H](C1)F)N1C[C@@](CCC1)(O)C)F)OCOC)F